(1R,4R,7R)-2-(1-{[1-(2-chlorobenzoyl)azetidin-3-yl]methyl}-2-[1-(cyclopropylmethyl)-1H-indol-2-yl]-7-methoxy-1H-1,3-benzodiazole-5-carbonyl)-2-azabicyclo[2.2.1]heptan-7-amine ClC1=C(C(=O)N2CC(C2)CN2C(=NC3=C2C(=CC(=C3)C(=O)N3[C@@H]2CC[C@H](C3)[C@H]2N)OC)C=2N(C3=CC=CC=C3C2)CC2CC2)C=CC=C1